FC(CCC(CCSCCO)NC(OC(C)(C)C)=O)(F)F tert-butyl (6,6,6-trifluoro-1-((2-hydroxyethyl)thio)hexan-3-yl)carbamate